4-((5-chloro-6-oxopyridazin-1(6H)-yl))piperidine-1-carboxylic acid tert-butyl ester C(C)(C)(C)OC(=O)N1CCC(CC1)N1N=CC=C(C1=O)Cl